CC(C(C(CCCCC)=O)=O)=O nonanetrione